ClC=1C=C(C=C(C1)Cl)N1N=C(C2=C1C=1C=C(C(=CC1CO2)OC)C2=NN(C=C2)C)C(=O)N2C(COCC2)(C)C [1-(3,5-dichlorophenyl)-7-methoxy-8-(1-methylpyrazol-3-yl)-5H-isochromeno[4,3-c]pyrazol-3-yl]-(3,3-dimethylmorpholin-4-yl)methanone